ClC=1C(=NC=CC1)[C@@H]1C[C@H](C=2N1N=C(N2)C(=O)C2CC2)O |r| rac-((5s,7r)-5-(3-chloropyridin-2-yl)-7-hydroxy-6,7-dihydro-5H-pyrrolo[1,2-b][1,2,4]triazol-2-yl)(cyclopropyl)methanone